OC1CN(C1)CC=1C(=NN(C1)C1=NC(=NC=C1C)NC=1C(=CC(=C(C1)NC(C=C)=O)N1CCCCC1)OC)C N-(5-(4-(4-((3-hydroxyazetidin-1-yl)methyl)-3-methyl-1H-pyrazol-1-yl)-5-methylpyrimidin-2-ylamino)-4-methoxy-2-(piperidin-1-yl)phenyl)acrylamide